NC=1SC=2C(N1)=C(C(=CC2)C(N2CCOCC2)C2=NC=CC=C2F)O 2-amino-5-((3-fluoropyridin-2-yl)(morpholino)methyl)benzo[d]thiazol-4-ol